Tert-butyl-L-valine C(C)(C)(C)N[C@@H](C(C)C)C(=O)O